tert-butyl 4-(4-((4-((6-(2-methoxyethoxy)-1-(methylcarbamoyl)-1H-indol-5-yl)oxy)pyridin-2-yl)carbamoyl)phenyl)piperidine-1-carboxylate COCCOC1=C(C=C2C=CN(C2=C1)C(NC)=O)OC1=CC(=NC=C1)NC(=O)C1=CC=C(C=C1)C1CCN(CC1)C(=O)OC(C)(C)C